C[Si](C)(C)C1=C(C=CC=C1)S Trimethylsilyl-thiophenol